BrC1=C(C=C(C(=C1)C)I)F 1-bromo-2-fluoro-4-iodo-5-methylbenzene